1,1'-((2-hydroxyethyl)imino)dipropan-2-ol OCCN(CC(C)O)CC(C)O